2-((1R,3R,5S)-3-((5-cyclopropyl-3-(2,6-difluorophenyl)isoxazol-4-yl)methoxy)-8-azabicyclo[3.2.1]oct-8-yl)-4-ethynylbenzo[d]thiazole-6-carboxylic acid methyl ester COC(=O)C1=CC2=C(N=C(S2)N2[C@H]3CC(C[C@@H]2CC3)OCC=3C(=NOC3C3CC3)C3=C(C=CC=C3F)F)C(=C1)C#C